tert-butyl 4-(5-(3'-chloro-5-fluoro-2-methoxy-4'-(3-methyl-2-oxoimidazolidin-1-yl)-[1,1'-biphenyl]-3-yl)-1-methyl-2-oxo-1,2-dihydropyridin-3-yl)piperazine-1-carboxylate ClC=1C=C(C=CC1N1C(N(CC1)C)=O)C1=C(C(=CC(=C1)F)C=1C=C(C(N(C1)C)=O)N1CCN(CC1)C(=O)OC(C)(C)C)OC